triethylsilylium tetrakis(perfluoronaphthyl)borate FC1=C(C2=C(C(=C(C(=C2C(=C1F)F)F)F)F)F)[B-](C1=C(C(=C(C2=C(C(=C(C(=C12)F)F)F)F)F)F)F)(C1=C(C(=C(C2=C(C(=C(C(=C12)F)F)F)F)F)F)F)C1=C(C(=C(C2=C(C(=C(C(=C12)F)F)F)F)F)F)F.C(C)[Si+](CC)CC